BrC=1C=C(C2=C(N(C(=N2)C)C)C1)F 6-bromo-4-fluoro-1,2-dimethyl-benzimidazole